NC1(CC=C(N=C1)C1=NC=CC=C1)N 5,5-diamino-2,2-bipyridine